C(C)(C)(C)O[C@H](C(=O)OCC)C1=C(C2=C(N=C(S2)C=2C=C3C(=NN(C3=CC2)C)[C@H]2CN(CC2)CCOC)C=C1C)C1=CC=C(C=C1)Cl (S)-ethyl 2-(tert-butoxy)-2-(7-(4-chlorophenyl)-2-(3-((R)-1-(2-methoxyethyl)pyrrolidin-3-yl)-1-methyl-1H-indazol-5-yl)-5-methylbenzo[d]thiazol-6-yl)acetate